CN(NCC1=NC=C(C=C1)C(F)(F)F)C(=O)N1CCC1 N-methyl-N'-((5-(trifluoromethyl)pyridin-2-yl)methyl)azetidine-1-carbohydrazide